1-(2-(3-Azabicyclo[3.1.0]hexane-3-yl)benzo[d]oxazol-6-yl)-4-oxo-6-(4-(pyrrolidin-1-yl)phenyl)-1,4-dihydropyridine-3-carboxylic acid C12CN(CC2C1)C=1OC2=C(N1)C=CC(=C2)N2C=C(C(C=C2C2=CC=C(C=C2)N2CCCC2)=O)C(=O)O